o-allylanisole C(C=C)C1=C(C=CC=C1)OC